O=C1NC(CCC1N1C(C2=CC=C(C=C2C1=O)OCCOCCOCC1CCC(CC1)N1C(=NC2=C1C=CC(=C2)F)NC(C2=CC(=CC=C2)C(F)(F)F)=O)=O)=O N-(1-((1s,4s)-4-((2-(2-((2-(2,6-dioxopiperidin-3-yl)-1,3-dioxoisoindolin-5-yl)oxy)ethoxy)ethoxy)meth-yl)cyclohexyl)-5-fluoro-1H-benzo[d]imidazol-2-yl)-3-(trifluoromethyl)benzamide